4,5-dichloro-2-methoxypyridine ClC1=CC(=NC=C1Cl)OC